methyl-2-chloro-N4-([4-[5-isopropyl-3-(trifluoromethyl)pyrazol-1-yl]phenyl]methyl)pyrimidine-4,5-diamine CC1=C(C(=NC(=N1)Cl)NCC1=CC=C(C=C1)N1N=C(C=C1C(C)C)C(F)(F)F)N